FC(C(=O)N1CC(C1)N1N=C(C2=NC=CC(=C21)N2CC(C2)S(=O)(=O)C)C2=CC=C(C=C2)C(F)(F)F)=C 2-fluoro-1-(3-(7-(3-(methylsulfonyl)azetidin-1-yl)-3-(4-(trifluoromethyl)phenyl)-1H-pyrazolo[4,3-b]pyridin-1-yl)azetidin-1-yl)prop-2-en-1-one